C(C)(C)(C)OC(=O)N1CCC(CC1)N1N=CC(=C1)C=1C=NC(=C(C1)C=1OC(=NN1)C1=NC=CN=C1)N 4-(4-(6-amino-5-(5-(pyrazin-2-yl)-1,3,4-oxadiazol-2-yl)pyridin-3-yl)-1H-pyrazol-1-yl)piperidine-1-carboxylic acid tert-butyl ester